Cl.Cl.COC=1C=C(C=NC1)[C@H](C)N (S)-1-(5-methoxypyridin-3-yl)ethan-1-amine dihydrochloride